N1(CCNCC1)C(=O)OCC=O (2-oxoethyl) piperazine-1-carboxylate